N1(CCNCC1)C1=CC2=C(NC=N2)C=C1 5-(piperazin-1-yl)-1H-benzo[d]imidazole